2,5-dimethyl-2,5-di-(2-ethyl-hexanoylperoxy)hexane CC(C)(CCC(C)(OOC(C(CCCC)CC)=O)C)OOC(C(CCCC)CC)=O